OC1=CC(=NC=C1)S(=O)(=O)NC=1C=CC=C2C=CC=NC12 4-hydroxy-N-(quinolin-8-yl)pyridine-2-sulfonamide